O=C1OC2=C(N1N1C(CCCC1=O)=O)C=CC(=C2)N2CCNCC2 (2-oxo-6-(piperazin-1-yl)benzo[d]oxazol-3(2H)-yl)piperidine-2,6-dione